C=1N=CN2C1C1=CC=CC=C1[C@H]2C2C(C=1N(CCC2)N=CC1)O 5-((R)-5H-imidazo[5,1-a]isoindol-5-yl)-5,6,7,8-tetrahydro-4H-pyrazolo[1,5-a]azepin-4-ol